5-((4-(4-((9-cyclopentyl-8-(phenylamino)-9H-purin-2-yl)amino)phenyl)piperazin-1-yl)methyl)-2-(2,6-dioxopiperidin-3-yl)-6-fluoroisoindoline-1,3-dione C1(CCCC1)N1C2=NC(=NC=C2N=C1NC1=CC=CC=C1)NC1=CC=C(C=C1)N1CCN(CC1)CC=1C=C2C(N(C(C2=CC1F)=O)C1C(NC(CC1)=O)=O)=O